ClC1=CC=C(C=N1)OC1CCN(CC1)C1=NC=C(C=N1)C(F)(F)F 2-(4-((6-Chloropyridin-3-yl)oxy)piperidin-1-yl)-5-(trifluoromethyl)pyrimidine